3-formyl-N-methyl-cyclobutanecarboxamide C(=O)C1CC(C1)C(=O)NC